7-{6-Acetyl-spiro[3.3]heptane-2-yl}-3-[2-(methoxymethoxy)phenyl]cinnoline C(C)(=O)C1CC2(CC(C2)C2=CC=C3C=C(N=NC3=C2)C2=C(C=CC=C2)OCOC)C1